(R)-1-(2-benzoxazolyl)-1-(4-methoxyphenyl)-1-propanol O1C(=NC2=C1C=CC=C2)[C@](CC)(O)C2=CC=C(C=C2)OC